(2R)-3-Methyl-N-[(3S)-2-oxo-5-phenyl-2,3-dihydro-1H-1,4-benzodiazepin-3-yl]-2-[(2,3,5,6-tetrafluoropyridin-4-yl)amino]butanamide CC([C@H](C(=O)N[C@@H]1C(NC2=C(C(=N1)C1=CC=CC=C1)C=CC=C2)=O)NC2=C(C(=NC(=C2F)F)F)F)C